FC(C1=CC=C(C=C1)\C=C\C(F)F)F (E)-1-(difluoromethyl)-4-(3,3-difluoroprop-1-en-1-yl)benzene